tert-butyl (1R,3s,5S)-3-((6-chloropyridazin-3-yl)amino)-1,5-dimethyl-8-azabicyclo[3.2.1]octane-8-carboxylate ClC1=CC=C(N=N1)NC1C[C@]2(CC[C@@](C1)(N2C(=O)OC(C)(C)C)C)C